3-(4,4,5,5-tetramethyl-1,3,2-dioxaborolan-2-yl)-1-tosyl-1H-pyrrole CC1(OB(OC1(C)C)C1=CN(C=C1)S(=O)(=O)C1=CC=C(C)C=C1)C